CN1N=NC2=C1C=CC(=C2C)C(CC(=O)O)C=2C=C1CCCC1=C(C2)CN2S(C1=C(OC3(C2)CCC3)N=CC=C1)(=O)=O 3-(1,4-Dimethyl-1H-benzotriazol-5-yl)-3-{7-[(1',1'-dioxidospiro[cyclobutane-1,4'-pyrido[2,3-b][1,4,5]oxathiazepine]-2'(3'H)-yl)methyl]-2,3-dihydro-1H-inden-5-yl}propanoic acid